1-(5-iodo-1H-indol-3-yl)-3-(4-((trifluoromethyl)thio)phenyl)urea IC=1C=C2C(=CNC2=CC1)NC(=O)NC1=CC=C(C=C1)SC(F)(F)F